benzyl 4-((4-hydroxy-2,3,6-trimethylbenzoyl)oxy)-6-methoxy-2,3-dimethylbenzoate OC1=C(C(=C(C(=O)OC2=C(C(=C(C(=O)OCC3=CC=CC=C3)C(=C2)OC)C)C)C(=C1)C)C)C